IC(COCC(CC)I)CC 2-iodobutyl ether